5-methyl-5,6,7,8-tetrahydroimidazo[1,2-a]pyridin-2-amine CC1CCCC=2N1C=C(N2)N